BrC1=CC(=C(CNC(=O)C=2N=NN(C2)C(C)(C)C)C=C1)CO N-(4-bromo-2-(hydroxymethyl)benzyl)-1-(tert-butyl)-1H-1,2,3-triazole-4-carboxamide